ClC=1C=CC(=C2C=CNC12)C=1N(N=C2C1CN(CC2)C2=NC=C(C=C2C)C(F)(F)F)C2=C(C=CC=C2CC)CC 3-(7-chloro-1H-indol-4-yl)-2-(2,6-diethylphenyl)-5-(3-methyl-5-(trifluoromethyl)pyridin-2-yl)-4,5,6,7-tetrahydro-2H-pyrazolo[4,3-c]pyridine